ClC=1C=C(C=NC1Cl)NC(=O)[C@H]1[C@H]2C[C@@H]([C@@H]([C@@H]1C1=CC(=NC=C1)F)O2)O (1R,2R,3S,4R,5S)-N-(5,6-dichloropyridin-3-yl)-3-(2-fluoropyridin-4-yl)-5-hydroxy-7-oxabicyclo[2.2.1]heptane-2-carboxamide